CN1C(C(=CC2=C(C=CC=C12)N1CCCC=2N=C(N=CC21)C=2C=C(C(=NC2)C(=O)NCC#CC=2C=CC1=C(C(=CO1)C1C(NC(CC1)=O)=O)C2)C)C)=O 5-(5-(1,3-dimethyl-2-oxo-1,2-dihydroquinolin-5-yl)-5,6,7,8-tetrahydropyrido[3,2-d]pyrimidin-2-yl)-N-(3-(3-(2,6-dioxopiperidin-3-yl)benzofuran-5-yl)prop-2-yn-1-yl)-3-methylpicolinamide